P(OCC1=CC(=C(C=C1)F)F)(OC(C)C)OC(C)C 3,4-difluorobenzyl diisopropyl phosphite